3-azido-4-fluoroaniline N(=[N+]=[N-])C=1C=C(N)C=CC1F